1-(5,6-difluoro-1,3-dihydro-2H-isoindol-2-yl)-2-[(2-fluorophenyl)sulfonyl]ethanone FC=1C=C2CN(CC2=CC1F)C(CS(=O)(=O)C1=C(C=CC=C1)F)=O